C1(=CC=CC=C1)C=C1C=C(C(C(=C1)C(C)(C)C)=O)C(C)(C)C 4-phenylmethylene-2,6-di-t-butyl-2,5-cyclohexadiene-1-one